COCCOC=1C=C2C(=NC=NC2=CC1OCCOC)OC1=C(C=C(C=C1)C1C=2N(CCC1)N(C(C2C(=O)N)=O)C2=C(C=CC=C2)F)Cl (4-((6,7-bis(2-methoxyethoxy)quinazolin-4-yl)oxy)-3-chlorophenyl)-1-(2-fluorophenyl)-2-oxo-1,2,4,5,6,7-hexahydropyrazolo[1,5-a]pyridine-3-carboxamide